holmium sulfate hydrate O.S(=O)(=O)([O-])[O-].[Ho+3].S(=O)(=O)([O-])[O-].S(=O)(=O)([O-])[O-].[Ho+3]